[3-(3-chloro-2-piperazin-1-yl-6-quinolinyl)-2-methoxy-phenyl]methylamine dihydrochloride Cl.Cl.ClC=1C(=NC2=CC=C(C=C2C1)C=1C(=C(C=CC1)CN)OC)N1CCNCC1